tetraphenyl m-phenylene bis(phosphate) P(=O)(OC1=CC=CC=C1)(OC1=CC=CC=C1)OC1=CC(=CC=C1)OP(=O)(OC1=CC=CC=C1)OC1=CC=CC=C1